C1(CC1)CN1C2[C@@]3(CCC([C@H]4[C@]3(CC1)C1=C(O4)C(=CC=C1C2)C(C(=O)O)CCCCCCC=CCCCCCCCC)=O)O (4aS,7aR,12bS)-3-(cyclopropylmethyl)-4a-hydroxy-7-oxo-2,3,4,4a,5,6,7,7a-octahydro-1H-4,12-methanobenzofuro[3,2-e]isoquinolin-9-yl-octadec-9-enoic acid